3-(1-(2',5'-Dimethoxy-[1,1'-biphenyl]-4-yl)-1H-1,2,3-triazol-4-yl)benzoic acid COC1=C(C=C(C=C1)OC)C1=CC=C(C=C1)N1N=NC(=C1)C=1C=C(C(=O)O)C=CC1